4,5,6-trihydroxytetrahydro-2H-pyran-2-carboxylate OC1CC(OC(C1O)O)C(=O)[O-]